1-(((1-((2-chloropyrimidin-5-yl)amino)isoquinolin-6-yl)oxy)methyl)cyclopropane-1-carboxamide ClC1=NC=C(C=N1)NC1=NC=CC2=CC(=CC=C12)OCC1(CC1)C(=O)N